6-bromo-2-(3,4-dichlorophenyl)-1-ethyl-4-oxo-pyridine-3-carboxylic acid BrC1=CC(C(=C(N1CC)C1=CC(=C(C=C1)Cl)Cl)C(=O)O)=O